C(CC)OC(NC1=C(C=C(C=C1)NCC=1SC=C(C1C)S(=O)(=O)C1=CC=C(C=C1)Cl)C)=O (4-{[4-(4-Chloro-benzenesulfonyl)-3-methyl-thiophen-2-ylmethyl]-amino}-2-methylphenyl)-carbamic acid propyl ester